ClC=1C=C(N=NC1)C(C)O 1-(5-Chloropyridazin-3-yl)ethanol